di(3,5-dimethyl-cyclohexyl)dimethoxysilane CC1CC(CC(C1)C)[Si](OC)(OC)C1CC(CC(C1)C)C